C(CCC)C1=NC(=C(C(=N1)O)CC(=O)OC)C methyl 2-(2-n-butyl-4-hydroxy-6-methylpyrimidin-5-yl)-acetate